N-benzyl-1-cyclohexyl-7-isobutyl-5-oxooctahydro-3aH-3,6-methanopyrrolo[3,2-b]pyridine-3a-carboxamide C(C1=CC=CC=C1)NC(=O)C12NC(C3C(C1N(CC2C3)C3CCCCC3)CC(C)C)=O